ClC=1C=C(C=CC1Cl)N1C(C2=C(C=C1)CC1CCC2N1)F N-(3,4-dichlorophenyl)-1-fluoro-6,7,8,9-tetrahydro-5H-6,9-epiminocyclohepta[c]pyridine